COC(C1=C(C=CC(=C1)[N+](=O)[O-])NCCCC[C@@H](C(=O)OC)NC(=O)OCC1=CC=CC=C1)=O (S)-2-((5-(((benzyloxy)carbonyl)amino)-6-methoxy-6-oxohexyl)amino)-5-nitrobenzoic acid methyl ester